C(C=C)C1(C(NCC1)=O)C[C@@H](CO[Si](C1=CC=CC=C1)(C1=CC=CC=C1)C(C)(C)C)NC([C@H](CC(C)C)NC(C(CCCCCCC)CCCC=C)=O)=O N-((2S)-1-(((2S)-1-(3-allyl-2-oxopyrrolidin-3-yl)-3-((tert-butyldiphenylsilyl)oxy)propan-2-yl)amino)-4-methyl-1-oxopentan-2-yl)-2-(pent-4-en-1-yl)nonanamide